7-(3-(piperidine-1-carbonyl)pyrazolo[1,5-a]Pyridin-7-yl)-3,4-dihydroisoquinoline-1(2H)-one N1(CCCCC1)C(=O)C=1C=NN2C1C=CC=C2C2=CC=C1CCNC(C1=C2)=O